tetrabenzyl ((5S,57S)-6,22,40,56-tetraoxo-11,14,17,25,28,31,34,37,45,48,51-undecaoxa-7,21,41,55-tetraazahenhexacontane-1,5,57,61-tetrayl)tetracarbamate O=C([C@H](CCCCNC(OCC1=CC=CC=C1)=O)NC(OCC1=CC=CC=C1)=O)NCCCOCCOCCOCCCNC(CCOCCOCCOCCOCCOCCC(NCCCOCCOCCOCCCNC([C@H](CCCCNC(OCC1=CC=CC=C1)=O)NC(OCC1=CC=CC=C1)=O)=O)=O)=O